6-(azetidin-1-yl)-4-bromo-2-methyl-2,7-naphthyridin-1-one N1(CCC1)C=1C=C2C(=CN(C(C2=CN1)=O)C)Br